1-ethynyl-3-(trifluoromethyl)benzene C(#C)C1=CC(=CC=C1)C(F)(F)F